calcium-copper-manganese [Mn].[Cu].[Ca]